C(C)(=O)O[C@@H]1C[C@@H]2C[C@](CC[C@@]2([C@H]2CC[C@@]3([C@H](CC[C@H]3[C@H]12)[C@@H](CCCCC(=O)O)C)C)C)(C(F)(F)F)O (R)-6-((3R,5R,7R,8R,9S,10S,13R,14S,17R)-7-acetoxy-3-hydroxy-10,13-dimethyl-3-(trifluoromethyl)hexadecahydro-1H-cyclopenta[a]phenanthren-17-yl)heptanoic acid